trihexylphosphine sulfur [S].C(CCCCC)P(CCCCCC)CCCCCC